COC(=O)C=1N=CC2=C(C=CC=C2C1C)Br 8-Bromo-4-methylisoquinoline-3-carboxylic acid methyl ester